S(=O)(=O)([O-])[O-].[Nd+3].S(=O)(=O)([O-])[O-].S(=O)(=O)([O-])[O-].[Nd+3] neodymium sulfate salt